C(C)(C)C1=C(C(=CC(=C1)C(C)C)C(C)C)SSC1=C(C=C(C=C1C(C)C)C(C)C)C(C)C bis(2,4,6-triisopropyl phenyl) disulfide